sodium tetradeuteroborate [2H][B-]([2H])([2H])[2H].[Na+]